(5-(5H-1,2,3,4-tetraazol-5-yl)pyrimidin-2-yl)[1-(3-chloro(2-pyridyl))-isopropyl]amine N1=NN=NC1C=1C=NC(=NC1)NC(C)(C)C1=NC=CC=C1Cl